ClC1=C(C=CC(=N1)NS(=O)(=O)C1=CC=CC=C1)C N-(6-chloro-5-methyl-2-pyridyl)benzenesulfonamide